N-hydroxy-3,4,5,6-tetrahydro-2H-benzo[b][1,5]oxazocine ON1CC2=C(OCCC1)C=CC=C2